1-(1,3-dimethyl-1H-pyrazol-4-yl)ethan-1-one CN1N=C(C(=C1)C(C)=O)C